FC=1C=C2N(CCN(C2=CC1)C(=O)N1C[C@H](CC1)NC(OC(C)(C)C)=O)C1=CC=C(C=C1)F tert-butyl (S)-(1-(6-fluoro-4-(4-fluorophenyl)-1,2,3,4-tetrahydroquinoxaline-1-carbonyl)pyrrolidin-3-yl)carbamate